tert-Butyl N-[4-(4-pyridyl)thiazol-2-yl]-N-[3-(trifluoromethyl)phenyl]carbamate N1=CC=C(C=C1)C=1N=C(SC1)N(C(OC(C)(C)C)=O)C1=CC(=CC=C1)C(F)(F)F